N-(2-((R)-9-(pyridin-2-yl)-6-oxaspiro[4.5]decan-9-yl)ethyl)-4',5'-dihydrospiro[cyclobutane-1,6'-pyrrolo[1,2-b]pyrazol]-4'-amine N1=C(C=CC=C1)[C@@]1(CCOC2(CCCC2)C1)CCNC1CC2(N3N=CC=C31)CCC2